ClC1=NC=C(C(=N1)NC1=CC(=CC=C1)NS(=O)(=O)C(C)(C)C)C(=O)OCC 2-Chloro-5-ethoxycarbonyl-N4-(3-[(1,1-dimethylethyl)sulfonamido]phenyl)pyrimidine-4-amine